tris(4-hydroxyphenyl)methane OC1=CC=C(C=C1)C(C1=CC=C(C=C1)O)C1=CC=C(C=C1)O